4-hydroxy-phenyldimethyl-sulfonium hexafluoroantimonate F[Sb-](F)(F)(F)(F)F.OC1=CC=C(C=C1)[S+](C)C